C(CCC(=O)OC\C=C/CCCCCC)(=O)OCCCC(CCCOC(CCC(OCCCC\C=C/CC)OCCCC\C=C/CC)=O)O 7-((4,4-bis(((Z)-oct-5-en-1-yl) oxy) butanoyl) oxy)-4-hydroxyheptyl ((Z)-non-2-en-1-yl) succinate